Cetrimonium Chloride CCCCCCCCCCCCCCCC[N+](C)(C)C.[Cl-]